C(C)OC(\C=C\C=CC1=C(C=C(C=C1F)Br)F)=O (E)-5-(4-bromo-2,6-difluoro-phenyl)penta-2,4-dienoic acid ethyl ester